4-([[(3r,4r)-1-(8-cyanoquinoxalin-5-yl)-4-methylpyrrolidin-3-yl] carbamoyl] methyl)-4-fluoropiperidine-1-carboxylate C(#N)C=1C=CC(=C2N=CC=NC12)N1C[C@@H]([C@@H](C1)C)NC(=O)CC1(CCN(CC1)C(=O)[O-])F